FC1=CC=CC2=C1CNC1=C(COC2)C=C(C=2N1C=NN2)C(O)C=2C=NN(C2)C (12-fluoro-6,8,13,14-tetrahydro-[1,2,4]triazolo[4',3':1,6]pyrido[3,2-c]benzo[g][1,5]oxazonin-4-yl)(1-methyl-1H-pyrazol-4-yl)methanol